CC=1C=C(OC2=CC=C(C=C2)[N+]#N)C=CC1 4-(m-methylphenoxy)phenyl-diazonium